2-(5-fluoro-2-methoxyphenoxy)-N-{2-[(1E)-2-(hydroxycarbamoyl)eth-1-en-1-yl]phenyl}benzamide FC=1C=CC(=C(OC2=C(C(=O)NC3=C(C=CC=C3)\C=C\C(NO)=O)C=CC=C2)C1)OC